(2-amino-3-bromo-5-chlorophenyl)-[7-chloro-2-(oxan-2-yl)indazol-4-yl]methanone NC1=C(C=C(C=C1Br)Cl)C(=O)C=1C2=CN(N=C2C(=CC1)Cl)C1OCCCC1